(3,4-difluorophenyl)acetamide FC=1C=C(C=CC1F)CC(=O)N